Methyl 2-bromo-3-hydroxybenzoate BrC1=C(C(=O)OC)C=CC=C1O